FC1(CC(C1)NC=1C=CC(=NC1NC1(COCC1)C)C1=CC=C(C(=O)N(C)C)C=C1)F 4-[5-[(3,3-difluorocyclobutyl)amino]-6-[(3-methyltetrahydrofuran-3-yl)amino]-2-pyridyl]-N,N-dimethyl-benzamide